acetyl phenyl sulfide C1(=CC=CC=C1)SC(C)=O